azobis[2-(5-methyl-2-imidazolin-2-yl)propane] dihydrochloride Cl.Cl.N(=NCC(C)C=1NC(CN1)C)CC(C)C=1NC(CN1)C